C(#N)[C@@H](C[C@@H]1C(NCC1)=O)NC(=O)[C@H]1N([C@H]2CC([C@@H]1CC2)(F)F)C(=O)C=2NC1=CC=CC(=C1C2)OC (1R,3S,4R)-N-((R)-1-cyano-2-((R)-2-oxopyrrolidin-3-yl)ethyl)-5,5-difluoro-2-(4-methoxy-1H-indole-2-carbonyl)-2-azabicyclo[2.2.2]octane-3-carboxamide